N-[4-(3-cyanophenyl)-5-(2,6-dimethyl-4-pyridinyl)thiazol-2-yl]-6-oxo-2,5,7-triazaspiro[3.4]octane-2-carboxamide C(#N)C=1C=C(C=CC1)C=1N=C(SC1C1=CC(=NC(=C1)C)C)NC(=O)N1CC2(C1)NC(NC2)=O